C(C)(C)(C)OC(=O)N1CCC(CC1)(C1=CC=C(C=C1)OC)N 4-Amino-4-(4-methoxyphenyl)piperidine-1-carboxylic acid tert-butyl ester